β-hydroxyoctanoic acid OC(CC(=O)O)CCCCC